N1(CCCCC1)C(\C=C\C1=C(C=CC=C1)O)=O (E)-1-piperidino-3-(2-hydroxyphenyl)-2-propen-1-one